O1C(NCC1)N1N=CC=C1C1CC1 2-[1-(oxazolidin-2-yl)-1H-pyrazol-5-yl]Cyclopropane